C(C)OC(CNC(=O)C=1N2C(C3=CC(=CC=C3C1OCC1=CC=CC=C1)Br)=NC(=N2)C2=CC=CC=C2)=O.FC=2C=C(NC([2H])([2H])[2H])C=CC2F 3,4-difluoro-N-(methyl-d3)aniline ethyl-2-[(6-benzyloxy-9-bromo-2-phenyl-[1,2,4]triazolo[5,1-a]isoquinoline-5-carbonyl)amino]acetate